O1C(=CC=C1)C(=O)[O-].[Fe+2].O1C(=CC=C1)C(=O)[O-] iron oxolate